(1-piperidinyl)thiazol-4(5H)-one N1(CCCCC1)C=1SCC(N1)=O